4-(2-ethynylphenyl)-2-methylpyrimidine-5-carboxylic acid C(#C)C1=C(C=CC=C1)C1=NC(=NC=C1C(=O)O)C